Benzoylisoxazole C1=CC=C(C=C1)C(=O)C2=NOC=C2